2-(4-chloro-3-fluorophenoxy)-N-(3-{2-[4-(difluoromethoxy)phenoxy]acetamido}bicyclo[1.1.1]pentan-1-yl)acetamide ClC1=C(C=C(OCC(=O)NC23CC(C2)(C3)NC(COC3=CC=C(C=C3)OC(F)F)=O)C=C1)F